2-(diphenylphosphino)-spiro[9H-fluoren-9,9'-quinolino[3,2,1-kl]phenoxazine] C1(=CC=CC=C1)P(C1=CC2=C(C=C1)C1=CC=CC=C1C21C2=CC=CC=C2N2C3=C1C=CC=C3OC=3C=CC=CC23)C2=CC=CC=C2